chloro(4-ferrocenyl-2,6,6-trimethyl-1,5,6,7-tetrahydro-s-indacen-1-yl)dimethylsilane Cl[Si](C)(C)C1C(=CC2=C(C=3CC(CC3C=C12)(C)C)[C-]1C=CC=C1)C.[CH-]1C=CC=C1.[Fe+2]